2-[6-cyclopropyl-2-(3,4-dimethoxyphenyl)-3-oxo-pyridazine-4-carbonyl]-4,4,6,6-tetramethyl-cyclohexane-1,3-dione C1(CC1)C=1C=C(C(N(N1)C1=CC(=C(C=C1)OC)OC)=O)C(=O)C1C(C(CC(C1=O)(C)C)(C)C)=O